N-cyclopropyl-2-fluoro-6-methoxy-4-(4,4,5,5-tetramethyl-1,3,2-dioxaborolan-2-yl)benzamide C1(CC1)NC(C1=C(C=C(C=C1OC)B1OC(C(O1)(C)C)(C)C)F)=O